2-(naphthalen-2-yl) ethylene oxide C1=C(C=CC2=CC=CC=C12)C1CO1